3-(4-(cyclobutanecarboxamido)thiophen-2-yl)-5-(3,4-dimethoxyphenyl)isonicotinamide C1(CCC1)C(=O)NC=1C=C(SC1)C1=C(C(=O)N)C(=CN=C1)C1=CC(=C(C=C1)OC)OC